di(isopropylheptyl) adipate C(CCCCC(=O)OC(CCCCCC)C(C)C)(=O)OC(CCCCCC)C(C)C